N1C[C@@H](CC1)CN1C=CC2=NC(=C(C=C21)C2=CC(=C(C=C2)C#N)F)C2=CC(=C(C=C2)OC)F 4-{1-[((3R)-pyrrolidin-3-yl)methyl]-5-(3-fluoro-4-methoxyphenyl)pyrrolo[3,2-b]pyridin-6-yl}-2-fluorobenzenecarbonitrile